tert-Butyl 4-{[2-(4-chlorophenyl)imidazo[1,2-a]pyridin-3-yl]methyl}piperazine-1-carboxylate ClC1=CC=C(C=C1)C=1N=C2N(C=CC=C2)C1CN1CCN(CC1)C(=O)OC(C)(C)C